(3-(8-amino-6-vinylimidazo[1,2-a]pyrazin-3-yl)-4-methylphenyl)-1,1-difluoropropan-2-ol NC=1C=2N(C=C(N1)C=C)C(=CN2)C=2C=C(C=CC2C)C(C(C)O)(F)F